C(C)C1=CC2=C(C3=CC=C(C=C3C(=C2C=C1)C(=O)OCC(C)C)CC)C(=O)OCC(C)C 2,6-diethyl-9,10-bis(isobutoxycarbonyl)anthracene